(R)-2-(6-(3,4-dimethoxyphenyl)-7-ethyl-5H-pyrrolo[3,2-d]pyrimidin-2-yl)-5-(pyrrolidin-3-yl)-1,3,4-oxadiazole COC=1C=C(C=CC1OC)C1=C(C=2N=C(N=CC2N1)C=1OC(=NN1)[C@H]1CNCC1)CC